N-[(1S)-1-(dicyclopropylmethyl)-2-[[5-(3,5-dimethyltriazol-4-yl)-6-fluoro-2-pyridyl]amino]-2-oxo-ethyl]-2-ethyl-pyrazole-3-carboxamide C1(CC1)C([C@@H](C(=O)NC1=NC(=C(C=C1)C=1N(N=NC1C)C)F)NC(=O)C=1N(N=CC1)CC)C1CC1